1-(4-(3,4-dichlorophenyl)-5-(isopropylsulfanyl)thiazol-2-yl)-4-(3-fluoro-5-hydroxyphenyl)-3-methyl-1H-pyrazole-5-carboxylic acid ClC=1C=C(C=CC1Cl)C=1N=C(SC1SC(C)C)N1N=C(C(=C1C(=O)O)C1=CC(=CC(=C1)O)F)C